3-Bromo-2-(1-ethyl-3-(trifluoromethyl)-1H-pyrazol-4-yl)phenol BrC=1C(=C(C=CC1)O)C=1C(=NN(C1)CC)C(F)(F)F